C(C1=CC=CC=C1)OC1=C(C(=CC(=C1)C(F)F)O)C(=O)N1CC2=CC=CC(=C2C1)NC1COC1 (2-(Benzyloxy)-4-(difluoromethyl)-6-hydroxyphenyl)(4-(oxetan-3-ylamino)isoindolin-2-yl)methanone